[6-[3-[(4-chloro-1H-indazol-5-yl)amino]-4-methyl-pyrazol-1-yl]-3,4-dihydro-1H-isoquinolin-2-yl]-cyclopropyl-methanone ClC1=C2C=NNC2=CC=C1NC1=NN(C=C1C)C=1C=C2CCN(CC2=CC1)C(=O)C1CC1